COC(C(CCCC)CC)=O.CSC Dimethylsulfide methyl-2-ethylhexanoate